2-(6-{2-[(oxacyclohex-4-yl)amino]pyrimidin-4-yl}-1-oxo-2,3-dihydro-1H-isoindol-2-yl)acetic acid tert-butyl ester C(C)(C)(C)OC(CN1C(C2=CC(=CC=C2C1)C1=NC(=NC=C1)NC1CCOCC1)=O)=O